2-(4,4-difluorocyclohex-1-enyl)-4,4,5,5-tetramethyl-1,3,2-dioxaborolane FC1(CC=C(CC1)B1OC(C(O1)(C)C)(C)C)F